isobutyl 4-cyano-α-cyanocinnamate C(#N)C1=CC=C(C=C(C(=O)OCC(C)C)C#N)C=C1